ethyl 2,2-difluoro-3-(4-chlorophenyl)-3-hydroxybutyrate FC(C(=O)OCC)(C(C)(O)C1=CC=C(C=C1)Cl)F